C(C)(C)(C)OC(=O)N1CC(C(CC1)NC1=CC=C2C(=NN(C2=C1)C)C=1C(=NC(=CC1)OCC1=CC=CC=C1)OCC1=CC=CC=C1)C(F)(F)F 4-((3-(2,6-bis(benzyloxy)pyridin-3-yl)-1-methyl-1H-indazol-6-yl)amino)-3-(trifluoromethyl)piperidine-1-carboxylic acid tert-butyl ester